1-{1-(2-cyclopentylethyl)-5-[(2,5-difluorobenzyl)oxy]-1H-pyrazol-3-yl}-N-methylethanamine C1(CCCC1)CCN1N=C(C=C1OCC1=C(C=CC(=C1)F)F)C(C)NC